7-Bromoimidazo[1,2-a]pyridine-2,3-dicarboxylic acid diethyl ester C(C)OC(=O)C=1N=C2N(C=CC(=C2)Br)C1C(=O)OCC